Cl.C(C)(C)(C)N1C[C@H]([C@@H](C1)C1=CC=C(C=C1)Cl)C(=O)N1C[C@H](C[C@H]1C(=O)N1CCOCC1)N(C(C)=O)C1CCC(CC1)(C)C N-((3S,5S)-1-((3S,4R)-1-(tert-butyl)-4-(4-chlorophenyl)pyrrolidine-3-carbonyl)-5-(morpholin-4-carbonyl)pyrrolidin-3-yl)-N-(4,4-dimethylcyclohexyl)acetamide hydrochloride